(2R,3R,4S,5R,6S)-2-(acetoxymethyl)-6-(4-(hydroxymethyl)-2-nitrophenoxy)tetrahydro-2H-pyran-3,4,5-triyl triacetate C(C)(=O)O[C@@H]1[C@H](O[C@H]([C@@H]([C@H]1OC(C)=O)OC(C)=O)OC1=C(C=C(C=C1)CO)[N+](=O)[O-])COC(C)=O